ethyl 2-(2-((1R,3S)-1-(3-(6-hydroxypyridin-2-yl)benzyl)-3-(methylsulfonamido) cyclopentyl)oxazol-4-yl)acetate OC1=CC=CC(=N1)C=1C=C(C[C@]2(C[C@H](CC2)NS(=O)(=O)C)C=2OC=C(N2)CC(=O)OCC)C=CC1